3-Amino-4-(7-fluoro-1H-indazol-4-yl)-8-methyl-6-[2-(oxetan-3-yl)ethynyl]-1H-1,5-naphthyridin-2-one NC=1C(NC2=C(C=C(N=C2C1C1=C2C=NNC2=C(C=C1)F)C#CC1COC1)C)=O